C(#N)C(CN1C(C2=C(C=CC(=C2C1)C=1C=C2C(=NN(C2=CC1)C(=O)OC(C)(C)C)C1=CC=CC=C1)OC)=O)=C tert-butyl 5-[2-(2-cyanoallyl)-7-methoxy-1-oxo-isoindolin-4-yl]-3-phenyl-indazole-1-carboxylate